N1=C(C=CC=C1)[C@H](C)NC(=O)C=1C=2C[C@@H]3[C@H](C2N(N1)C1=C(C=C(C=C1)F)F)C3 (1aR,5aR)-2-(2,4-Difluoro-phenyl)-1a,2,5,5a-tetrahydro-1H-2,3-diaza-cyclopropa[a]pentalene-4-carboxylic acid ((S)-1-pyridin-2-yl-ethyl)-amide